S1C(SCCC1)C(C(=CC1=CC=C(C=C1)F)C1=CC=CC=C1)=O 1-(1,3-Dithian-2-yl)-3-(4-fluorophenyl)-2-phenylprop-2-en-1-one